FC1=C(C2=CC=CC=C2[C@]12CCC=1C(=NC(=NC1C2)SC)O)C (R)-2-fluoro-3-methyl-2'-(methylthio)-5',8'-dihydro-6'H-spiro[indene-1,7'-quinazoline]-4'-ol